1-tert-butyl 2,3,4,5,6-pentafluorophenyl tetradecanedioate C(CCCCCCCCCCCCC(=O)OC1=C(C(=C(C(=C1F)F)F)F)F)(=O)OC(C)(C)C